C-cyclopropyl-C-(6-fluoro-quinolin-3-yl)-methylamine C1(CC1)C(C=1C=NC2=CC=C(C=C2C1)F)N